(R)-5,5-difluoro-8-methyl-2,7-diazaspiro[3.5]nonane-2-carboxylate FC1(C2(CN(C2)C(=O)[O-])C[C@H](NC1)C)F